C(C)(C)(C)OC(=O)N1CCN(CC1)CC1CCC2(CCNCC2)CC1 9-((4-(tert-butoxycarbonyl)piperazin-1-yl)methyl)-3-azaspiro[5.5]undecane